N-(4-(2-(3,4-Dihydro-2,7-naphthyridin-2(1H)-yl)ethyl)phenyl)-4,5-dimethoxy-2-nitrobenzamide C1N(CCC2=CC=NC=C12)CCC1=CC=C(C=C1)NC(C1=C(C=C(C(=C1)OC)OC)[N+](=O)[O-])=O